C1(=C(C(=CC2=CC=CC=C12)S(=O)(=O)[O-])S(=O)(=O)[O-])S(=O)(=O)[O-].[Li+].NC1=NC=2C=CC=CC2C2=C1N=C(N2CC(C)(C)NS(=O)(=O)C)COCC.[Li+].[Li+] N-(1-(4-amino-2-(ethoxymethyl)-1H-imidazo[4,5-c]quinolin-1-yl)-2-methylpropane-2-Yl)methanesulfonamide lithium naphthalenetrisulfonate